C[Si](O[Si](O[Si](O[SiH](C)C)(C)C)(C)C)(OC)OC 1,3,3,5,5,7,7-heptamethyl-1,1-dimethoxytetrasiloxane